C(C)(C)(C)OC(NC1=NC(=CC=C1N1N=CC=N1)OC)=O (6-methoxy-3-(2H-1,2,3-triazol-2-yl)pyridin-2-yl)carbamic acid tert-butyl ester